pentadieneamido-methylene-ethanesulfonic acid C(C=CC=C)(=O)NCC(S(=O)(=O)O)=C